FC(C(=O)C1=CC=C(C(=O)O)C=C1)(F)F 4-trifluoroacetyl-benzoic acid